N1=CN=CC(=C1)C=1C=CC=2N(C1)N=CC2 6-(pyrimidin-5-yl)pyrazolo[1,5-a]pyridine